3-Methyl-5-(N-(2-(4-(oxazole-5-carbonyl)piperazin-1-yl)phenyl)-N-phenethylsulfamoyl)benzofuran-2-carboxylic acid ethyl ester C(C)OC(=O)C=1OC2=C(C1C)C=C(C=C2)S(N(CCC2=CC=CC=C2)C2=C(C=CC=C2)N2CCN(CC2)C(=O)C2=CN=CO2)(=O)=O